(R)-1-((5-fluoro-2-(2-methoxy-7-methylquinoxalin-5-yl)benzo[d]thiazol-6-yl)oxy)propan-2-yl (2-(dimethylamino)pyrimidin-5-yl)carbamate CN(C1=NC=C(C=N1)NC(O[C@@H](COC1=CC2=C(N=C(S2)C2=C3N=CC(=NC3=CC(=C2)C)OC)C=C1F)C)=O)C